OS(=O)(=O)C(F)(F)F.S1C=CC2=C1C(OCC2)CNC (4,5-dihydro-7H-thieno[2,3-c]pyran-7-yl)-N-methylmethanamine triflate